2-((3-(2-(dipropylamino)ethyl)-1H-indol-7-yl)oxy)-6-(hydroxymethyl)tetrahydro-2H-pyran-3,4,5-triol C(CC)N(CCC1=CNC2=C(C=CC=C12)OC1OC(C(C(C1O)O)O)CO)CCC